2-methoxyethanolate lanthanum [La+3].COCC[O-].COCC[O-].COCC[O-]